NC=1C(=NC(=C(N1)F)C1=C(C(=C(C=C1)N1CCOCC1)CN(C)C)F)C=1C=C2CCNC(C2=C(C1)F)=O 6-(3-amino-6-(3-((dimethylamino)methyl)-2-fluoro-4-morpholinophenyl)-5-fluoropyrazin-2-yl)-8-fluoro-3,4-dihydroisoquinolin-1(2H)-one